C(C)(C)(C)OC(=O)N1C[C@H](OCC1)C(=O)N1[C@H](C2=CC=CC=C2CC1)C1=CC=C(C=C1)F (S)-2-((S)-1-(4-fluorophenyl)-1,2,3,4-tetrahydroisoquinoline-2-carbonyl)morpholine-4-carboxylic acid tert-butyl ester